(2S,3R,4S,5R,6R)-2-(((R)-2-Hydroxy-2-methyl-1-(2-(trifluoromethyl)phenyl)propyl)thio)-6-(hydroxymethyl)-4-(4-(naphthalen-2-yl)-1H-1,2,3-triazol-1-yl)tetrahydro-2H-pyran-3,5-diol OC([C@@H](C1=C(C=CC=C1)C(F)(F)F)S[C@@H]1O[C@@H]([C@@H]([C@@H]([C@H]1O)N1N=NC(=C1)C1=CC2=CC=CC=C2C=C1)O)CO)(C)C